FCC(C)(C)N1N=NC=C1 1-(1-fluoro-2-methylpropan-2-yl)-1H-1,2,3-triazol